C(C1=CC=CC=C1)OC(/C=C/C1=C(C=CC=C1)C1CCC(CC1)OC[C@@H]1N(CCC[C@@H]1NC(=O)OC(C)(C)C)C(=O)OCC1=CC=CC=C1)=O benzyl (2R,3S)-2-((((1s,4S)-4-(2-((E)-3-(benzyloxy)-3-oxoprop-1-en-1-yl)phenyl)cyclohexyl)oxy)methyl)-3-((tert-butoxycarbonyl)amino)piperidine-1-carboxylate